N1C=NC2=C1C(=CC=C2)C(=O)N 1H-Benzimidazole-7-carboxamide